methyl 4-([2-[(tert-butoxycarbonyl)amino]propyl]amino)-6-chloropyrido[3,2-d]pyrimidine-8-carboxylate C(C)(C)(C)OC(=O)NC(CNC=1C2=C(N=CN1)C(=CC(=N2)Cl)C(=O)OC)C